ClC1=NC2=CC=C(C=C2C(=N1)N(C1=CC=CC=C1)C)F 2-chloro-6-fluoro-N-methyl-N-Phenylquinazolin-4-amine